CC(=CC=CC=CC)CCC=C(CCC=C(C)C)C 7,11,15-trimethylhexadeca-2,4,6,10,14-pentaen